FC(C(=O)O)(F)F.FC(CN)(COC1=CC=NC2=CC(=C(C=C12)[N+](=O)[O-])C)F 2,2-difluoro-3-((7-methyl-6-nitroquinolin-4-yl)oxy)propane-1-amine trifluoroacetate